C(#C)C1=CC=C(C=C1)/C=C/C(=O)C1=CC=C(C=C1)NC(C)=O (E)-N-(4-(3-(4-ethynylphenyl)propenoyl)phenyl)acetamide